(4-(4-bromo-pyrazol-1-yl)butyl)-3,7-difluoro-5-(pyrrolidin-1-yl)-indole BrC=1C=NN(C1)CCCCC=1NC2=C(C=C(C=C2C1F)N1CCCC1)F